COC=1C=C(C=CC1)N1C(=C2C(N(N=CC2=C1C)C=1C=NC=C(C1)OC)=O)C 6-(3-methoxyphenyl)-2-(5-methoxypyridin-3-yl)-5,7-dimethyl-2,6-dihydro-1H-pyrrolo[3,4-d]pyridazin-1-one